2-bromo-3-isopropyl-5-(1,4-dioxaspiro[4.5]dec-8-yl)-1H-indole BrC=1NC2=CC=C(C=C2C1C(C)C)C1CCC2(OCCO2)CC1